C(C)(C)N1C=CC2=CC(=CC=C12)C1=NOC(=N1)C=1C=NC=CC1 3-(1-isopropyl-1H-indol-5-yl)-5-(pyridin-3-yl)-1,2,4-oxadiazole